S-benzyl diethoxyphosphonodithioformate C(C)OOP(=O)(OOCC)C(=S)SCC1=CC=CC=C1